[Ir+3].C1(=CC(=CC=C1)C1=NC=CC(=C1)C(C)(C)C)C1=CC=CC=C1.C1(=CC(=CC=C1)C1=NC=CC(=C1)C(C)(C)C)C1=CC=CC=C1.C1(=CC(=CC=C1)C1=NC=CC(=C1)C(C)(C)C)C1=CC=CC=C1 tris(2-(biphenyl-3-yl)-4-t-butylpyridine) iridium (III)